2-(tetrahydropyran-4-ylamino)-quinazoline-7-carboxylic acid [(S)-(4-chloro-3-fluoro-phenyl)-(1-methyl-1H-pyrazol-4-yl)-methyl]-amide ClC1=C(C=C(C=C1)[C@@H](C=1C=NN(C1)C)NC(=O)C1=CC=C2C=NC(=NC2=C1)NC1CCOCC1)F